1-[(2S)-2-amino-3,3,3-trifluoro-propyl]-N-(3-cyano-4-methyl-1H-indol-7-yl)pyrazole-4-sulfonamide N[C@@H](CN1N=CC(=C1)S(=O)(=O)NC=1C=CC(=C2C(=CNC12)C#N)C)C(F)(F)F